3-(5-(4-((4'-amino-5,5-dimethyl-3,4,5,6-tetrahydro-[1,1'-biphenyl]-2-yl)methyl)piperazine-1-carbonyl)-1-oxoisoindolin-2-yl)piperidine-2,6-dione NC1=CC=C(C=C1)C1=C(CCC(C1)(C)C)CN1CCN(CC1)C(=O)C=1C=C2CN(C(C2=CC1)=O)C1C(NC(CC1)=O)=O